{2-(4-fluorophenyl)-3-[4-(methoxycarbonyl)-2-methylphenyl]-4-oxo-1,3-thiazolidin-5-yl}acetic acid FC1=CC=C(C=C1)C1SC(C(N1C1=C(C=C(C=C1)C(=O)OC)C)=O)CC(=O)O